1-[2-[4-(Hydroxymethyl)-4-phenyl-1-piperidyl-6-methyl-4-oxo-chromen-8-yl]ethylamino]benzoic acid OCC1(CCN(CC1)C=1OC2=C(C=C(C=C2C(C1)=O)C)CCNC1(C(=O)O)CC=CC=C1)C1=CC=CC=C1